N[C@@H](CC=C)C1=NN(C2=CC=CC=C12)C1=C(C=C(C=C1)NC(O)=O)[N+](=O)[O-] (S)-(4-(3-(1-aminobut-3-en-1-yl)-1H-indazol-1-yl)-3-nitrophenyl)carbamic acid